C(C)(C)(C)OC(=O)N1CCN(CC1)C1=CC=C(C=C1)NC1=NC=NC(=C1)N(C(=O)NC1=C(C(=CC(=C1Cl)OC)OC)Cl)C 4-(4-((6-(3-(2,6-dichloro-3,5-dimethoxyphenyl)-1-methylureido)pyrimidin-4-yl)amino)phenyl)piperazine-1-carboxylic acid tert-butyl ester